N-(2-(4-oxo-4H-benzo[d][1,3]oxazin-2-yl)phenyl)naphthalene-2-sulfonamide 2-(4-cyanophenyl)-3-cyclopropyl-3-oxopropionate C(#N)C1=CC=C(C=C1)C(C(=O)O)C(=O)C1CC1.O=C1C2=C(N=C(O1)C1=C(C=CC=C1)NS(=O)(=O)C1=CC3=CC=CC=C3C=C1)C=CC=C2